CN1[C@@H](C(N(CC1)C)=O)C1=CC=C(NC=2C(N(C=C(N2)C=2C(=C(C=CC2)NC(=O)C=2SC3=C(C2)CCCC3)C)C)=O)C=C1 N-[3-[6-[4-[(2R)-1,4-dimethyl-3-oxopiperazin-2-yl]anilino]-4-methyl-5-oxopyrazin-2-yl]-2-methylphenyl]-4,5,6,7-tetrahydro-1-benzothiophene-2-carboxamide